C(C)C1=C(C=CC(=C1)F)C(N1C[C@@H](N(C[C@H]1C)C1=CC(N(C2=CC=C(N=C12)OC)C)=O)C)C1=CC=C(C=C1)F 4-[(2S,5r)-4-[(2-ethyl-4-fluorophenyl)(4-fluorophenyl)methyl]-2,5-dimethylpiperazin-1-yl]-6-methoxy-1-methyl-1,2-dihydro-1,5-naphthyridin-2-one